Cl.FC(CNN)F (2,2-difluoroethyl)hydrazine hydrochloride